O=C1N(CCC2=CC(=CC=C12)B1OC(C(O1)(C)C)(C)C)CC(=O)OCC Ethyl [1-oxo-6-(4,4,5,5-tetramethyl-[1,3,2]dioxaborolan-2-yl)-3,4-dihydro-1H-isoquinolin-2-yl]-acetate